Tetramethyl-ethylenediamine CN(CCN(C)C)C